ClC1=CC2=C(N=C(N=C2C2=C(C=C(C=C2)Cl)F)N2C[C@@H](OCC2)C=2C=NN(C2)C)N=C1C 6-chloro-4-(4-chloro-2-fluorophenyl)-7-methyl-2-((2S)-2-(1-methyl-1H-pyrazol-4-yl)-4-morpholinyl)pyrido[2,3-d]pyrimidine